1-(4-((3-amino-6-methylisoxazolo[5,4-b]pyridin-4-yl)methyl)phenyl)-3-(4-(tert-butyl)phenyl)urea NC1=NOC2=NC(=CC(=C21)CC2=CC=C(C=C2)NC(=O)NC2=CC=C(C=C2)C(C)(C)C)C